C=C[C@@H](CC(=NOS(=O)(=O)O)S[C@H]1[C@@H]([C@H]([C@@H]([C@H](O1)CO)O)O)O)O The molecule is the stereoisomer of xi-progoitrin that has R at the carbon bearing the allylic hydroxy group. It has a role as a plant metabolite. It is a conjugate acid of a progoitrin(1-).